2-[(2-hydroxy-3,5-dimethylphenyl)methyl]-4,6-dimethylphenol OC1=C(C=C(C=C1C)C)CC1=C(C(=CC(=C1)C)C)O